N-[5-(3-{[(4-fluorophenyl)(methyl)oxo-λ6-sulfanylidene]amino}propyl)-1,3,4-thiadiazol-2-yl]acetamide FC1=CC=C(C=C1)S(=O)(C)=NCCCC1=NN=C(S1)NC(C)=O